FC1(CN(C1)C=1C=C2C(=CC=NC2=CC1)C(=O)OC)C(F)(F)F Methyl 6-(3-fluoro-3-(trifluoromethyl)azetidin-1-yl)quinoline-4-carboxylate